[di(phenyl)methyl]-1-azabicyclo[2.2.2]octan-8-amine C1(=CC=CC=C1)C(C1=CC=CC=C1)C1N2CCC(C1)C(C2)N